trimethyl((8-(trifluoromethyl)-1,4-dioxaspiro[4.5]decan-8-yl)oxy)silane C[Si](OC1(CCC2(OCCO2)CC1)C(F)(F)F)(C)C